FC=1C=2N(C=C(C1)C=1C=C3C(=CN(C(C3=CC1)=O)C1CCNCC1)C)C=C(N2)C 6-{8-fluoro-2-methylimidazo[1,2-a]pyridin-6-yl}-4-methyl-2-(piperidin-4-yl)isoquinolin-1-one